C1(=CC=CC=C1)C1(CCOCC1)C(=O)NC(C(=O)O)CCCCCCCC1=NC=2NCCCC2C=C1 2-(4-phenyltetrahydro-2H-pyran-4-carboxamido)-9-(5,6,7,8-tetrahydro-1,8-naphthyridin-2-yl)nonanoic acid